Hydrogensulfate S(=O)(=O)(O)[O-]